NC=1N=CN(C(C1C(=O)NC=1C=NC=C(C1)[C@H]1NCCC1)=O)C1=C(C=C(C=C1Cl)OC1CC1)Cl (S)-4-amino-1-(2,6-dichloro-4-cyclopropoxyphenyl)-6-oxo-N-(5-(pyrrolidin-2-yl)pyridin-3-yl)-1,6-dihydropyrimidine-5-carboxamide